C(C)(=O)N1CC=2N(CC1)N=C(C2)NC2=CC(=CN(C2=O)C)C2=C(C(=NC=C2)N2N=CC1=C(C2=O)SC2=C1CCCC2)CO 3-[4-[5-[(5-acetyl-6,7-dihydro-4H-pyrazolo[1,5-a]pyrazin-2-yl)amino]-1-methyl-6-oxo-3-pyridyl]-3-(hydroxymethyl)-2-pyridyl]-6,7,8,9-tetrahydrobenzothiopheno[2,3-d]pyridazin-4-one